C(C)(C)(C)OC(C(C(C1=CC=C(C=C1)S(=O)(=O)C)O)NC(=O)OC(C)(C)C)=O cis-2-[(tert-Butoxycarbonyl)amino]-3-hydroxy-3-[4-(methylsulfonyl)phenyl]propanoic acid tert-butyl ester